N1(CCCC1)C1=CC=NC2=C3N=CC=C(C3=CC=C12)N1CCCC1 4,7-di-1-pyrrolidinyl-1,10-phenanthroline